9,9-dimethoxynonyltrimethylphenyl-phosphonium iodide [I-].COC(CCCCCCCCC1=C(C=CC=C1)[P+](C)(C)C)OC